4-(4-methyl-1,4-diazepan-1-yl)-8-oxo-11-thia-1,3-diazatetracyclo[8.7.0.02,7.012,17]-heptadeca-2(7),3,5,9,12,14,16-heptaene-9-carbonyl azide CN1CCN(CCC1)C1=NC=2N3C4=CC=CC=C4SC3=C(C(C2C=C1)=O)C(=O)N=[N+]=[N-]